methyl (2S)-3-[2-(8-chloro-4-oxo-chromen-2-yl)-5-(trifluoromethyl)phenoxy]-2-(ethylsulfamoylamino)propanoate ClC=1C=CC=C2C(C=C(OC12)C1=C(OC[C@@H](C(=O)OC)NS(NCC)(=O)=O)C=C(C=C1)C(F)(F)F)=O